COC(=O)C1=CC=C(C=C1)C1=CC(=C(C=C1)N1C(N(C2=NC=CC=C21)[C@@H]2CN(CC2)CC=2N(C=CN2)C)=O)O (S)-3'-hydroxy-4'-(3-(1-((1-methyl-1H-imidazol-2-yl)methyl)pyrrolidin-3-yl)-2-oxo-2,3-dihydro-1H-imidazo[4,5-b]pyridin-1-yl)-[1,1'-biphenyl]-4-carboxylic acid methyl ester